C(CC)OC(NC1=C(C=C(C=C1)N(CC1=CC=C(C=C1)C(F)(F)F)C)C(F)(F)F)=O {4-[Methyl-(4-trifluoromethyl-benzyl)-amino]-2-trifluoromethyl-phenyl}-carbamic acid propyl ester